N'-[4-[tert-butyl(dimethyl)silyl]oxy-2-ethyl-phenyl]-4-(cycloheptylamino)-6-phenyl-pyrrolo[1,2-b]pyridazine-3-carboxamidine [Si](C)(C)(C(C)(C)C)OC1=CC(=C(C=C1)N=C(N)C1=C(C=2N(N=C1)C=C(C2)C2=CC=CC=C2)NC2CCCCCC2)CC